((3-((tert-butoxycarbonyl)amino)propyl)azanediyl)bis(hexane-6,1-diyl) bis(4,4-bis(octyloxy) butanoate) C(CCCCCCC)OC(CCC(=O)OCCCCCCN(CCCCCCOC(CCC(OCCCCCCCC)OCCCCCCCC)=O)CCCNC(=O)OC(C)(C)C)OCCCCCCCC